(R)-N-(4-cyclobutyl-3-(cyclohexylmethyl)-1-methyl-1H-pyrazol-5-yl)-2-(2,2,3,3-tetrafluorocyclobutyl)acetamide C1(CCC1)C=1C(=NN(C1NC(C[C@H]1C(C(C1)(F)F)(F)F)=O)C)CC1CCCCC1